(E)-4-(2-(((tert-butyldimethylsilyl)oxy)methyl)benzylidene)-2-(3-(trifluoromethyl)phenyl)oxazol-5(4H)-one [Si](C)(C)(C(C)(C)C)OCC1=C(\C=C/2\N=C(OC2=O)C2=CC(=CC=C2)C(F)(F)F)C=CC=C1